Ethyl 1-methyl-2-oxo-3-(prop-2-yn-1-yl)pyrrolidine-3-carboxylate CN1C(C(CC1)(C(=O)OCC)CC#C)=O